CC1=C(C(=NC(=C1)C(NCCC)=O)C(=O)OC(COCCCC)CN1C(C1)C)C=1C(=CC2=C(OCCC3=C2SC=C3)C1)C(NC1=C(C=C(C=C1)CN)OCCCC)=O 1-butoxy-3-(2-methylaziridin-1-yl)propan-2-ol methyl-3-(9-((4-(aminomethyl)-2-butoxyphenyl)carbamoyl)-4,5-dihydrobenzo[b]thieno[2,3-d]oxepin-8-yl)-6-(propylcarbamoyl)picolinate